trifluoroethanesulfonic acid FC(CS(=O)(=O)O)(F)F